(S)-N-((S)-1-(4-(4-isopropyl-5-(8-methyl-[1,2,4]triazolo[1,5-a]pyridin-6-yl)-1H-pyrazol-3-yl)phenyl)ethyl)-N,1-dimethylpyrrolidine-2-carboxamide C(C)(C)C=1C(=NNC1C=1C=C(C=2N(C1)N=CN2)C)C2=CC=C(C=C2)[C@H](C)N(C(=O)[C@H]2N(CCC2)C)C